C(C)C1=NN(C=C1NC1=NC=C(C(=N1)NCCCN1CCOCCC1=O)C(F)(F)F)C1CCN(CC1)C 4-(3-((2-((3-ethyl-1-(1-methylpiperidin-4-yl)-1H-pyrazol-4-yl)amino)-5-(trifluoromethyl)pyrimidin-4-yl)amino)propyl)-1,4-oxazepan-5-one